bis(trideuteriomethyl)propan-2-amine [2H]C([2H])([2H])C(C(C)N)C([2H])([2H])[2H]